N1CCC2=C(C=CC=C12)C=1CCN(CC1)C(=O)OC(C)(C)C tert-butyl 4-indolin-4-yl-3,6-dihydro-2H-pyridine-1-carboxylate